[Zn].C(CCCCCCC)OC(=O)NC=1C=C(C(C(=O)O)=CC1)O 4-(n-octyloxycarbonylamino)salicylic acid zinc